1-(tert-butyloxycarbonyl)-2'-oxo-1',4'-dihydro-2'H-spiro[pyrrolidine-3,3'-quinoline]-7'-carboxylic acid C(C)(C)(C)OC(=O)N1CC2(C(NC3=CC(=CC=C3C2)C(=O)O)=O)CC1